butyl indole-2-carboxylate N1C(=CC2=CC=CC=C12)C(=O)OCCCC